(4-(hydroxymethyl)-4-methylazepan-1-yl)pentan-1-one OCC1(CCN(CCC1)C(CCCC)=O)C